1-(4-chlorophenyl)-4-phenylbut-3-yn-2-one ClC1=CC=C(C=C1)CC(C#CC1=CC=CC=C1)=O